ClC1=CC=C(C=C1)C12CC3(CC(CC(C1)C3)C2)C(C)NCC=2NC=NC2 {1-[3-(4-Chloro-phenyl)-adamantan-1-yl]-ethyl}-(3H-imidazol-4-ylmethyl)-amine